(R)-2-(2-(3-(3-(1-(2-chloro-4-fluorophenyl)cyclopropyl)-1,2,4-oxadiazol-5-yl)-5-(difluoromethyl)-1H-pyrazol-1-yl)acetamido)propanamide ClC1=C(C=CC(=C1)F)C1(CC1)C1=NOC(=N1)C1=NN(C(=C1)C(F)F)CC(=O)N[C@@H](C(=O)N)C